CO[C@@H](C(=O)N1CC2=C(C1)C=NC2)C2=CC=CC=C2 5-((R)-2-methoxy-2-phenylacetyl)-1,4,5,6-tetrahydropyrrolo[3,4-c]pyrrole